BrC1=CC2=C(S(C([C@H]2F)(C)C)(=O)=O)C=C1 (S)-5-bromo-3-fluoro-2,2-dimethyl-2,3-dihydrobenzo[b]thiophene-1,1-dioxide